CC=1N=C(SC1[N+](=O)[O-])NC(=O)C1=C(C=CC=C1)NC(CCOCCOCCOCCOCCC(=O)O)=O 16-((2-((4-methyl-5-nitrothiazol-2-yl)carbamoyl)phenyl)amino)-16-oxo-4,7,10,13-tetraoxahexadecanoic acid